5-(benzofuran-5-yl)-N-(5-chloro-1H-indol-3-yl)isoindoline-2-carboxamide O1C=CC2=C1C=CC(=C2)C=2C=C1CN(CC1=CC2)C(=O)NC2=CNC1=CC=C(C=C21)Cl